S(=O)(=O)(O)[NH+]1CCOCC1.[O+2].[O+2] dioxygen sulfomorpholinium